OC=1C=C(C=CC1)[C@@H]1C(=C(NC=2C[C@H](CC(C12)=O)C1=C(C=CC=C1)OC)C)C(=O)OCC(C)(C)C neopentyl (4S,7R)-4-(3-hydroxyphenyl)-7-(2-methoxyphenyl)-2-methyl-5-oxo-1,4,5,6,7,8-hexahydroquinoline-3-carboxylate